((2R,6R)-2,6-Dimethylmorpholino)(5-(2,4,5-trifluoro-3-hydroxyphenyl)-1,2,4-oxadiazol-3-yl)methanone C[C@H]1O[C@@H](CN(C1)C(=O)C1=NOC(=N1)C1=C(C(=C(C(=C1)F)F)O)F)C